NC1=NC=NN2C1=C(C(=C2Br)C2=CC=C(C=C2)NC(C(=C)C)=O)Br N-(4-{4-amino-5,7-dibromopyrrolo[2,1-f][1,2,4]triazin-6-yl}phenyl)-2-methylprop-2-enamide